trimethylborate-ethanol C(C)O.COB(OC)OC